6-Chloro-N-(3-chloro-2-fluoro-4-methoxyphenyl)pyrido[3,2-d]pyrimidin-4-amine ClC=1C=CC=2N=CN=C(C2N1)NC1=C(C(=C(C=C1)OC)Cl)F